N-((2-(4-(5-chloro-6-(4-(3-methyloxetan-3-yl)piperazin-1-yl)-1H-indazol-1-yl)-1H-pyrazol-1-yl)cyclopropyl)methyl)acetamide ClC=1C=C2C=NN(C2=CC1N1CCN(CC1)C1(COC1)C)C=1C=NN(C1)C1C(C1)CNC(C)=O